N-((2R,3R,4R,5R,6R)-3-Acetamido-4,5-dihydroxy-6-(hydroxymethyl)tetrahydro-2H-pyran-2-yl)-2-bromo-2,2-difluoroacetamide C(C)(=O)N[C@H]1[C@@H](O[C@@H]([C@@H]([C@@H]1O)O)CO)NC(C(F)(F)Br)=O